(S)-N-(8,9-difluoro-6-oxo-1,2,3,4,5,6-hexahydrobenzo[c][1,7]naphthyridin-1-yl)-6-fluoro-N-methyl-1H-indole-2-carboxamide FC=1C(=CC2=C(C(NC=3CNC[C@H](C23)N(C(=O)C=2NC3=CC(=CC=C3C2)F)C)=O)C1)F